(2R)-1,1,1,2,3,3-hexadeuterio-3-[5-(trideuteriomethoxy)indol-1-yl]-N,N-bis(trideuteriomethyl)propan-2-amine [2H]C([C@](C(N1C=CC2=CC(=CC=C12)OC([2H])([2H])[2H])([2H])[2H])(N(C([2H])([2H])[2H])C([2H])([2H])[2H])[2H])([2H])[2H]